C(C)N(C(C)C)C(C)C Ethyl-N,N-diisopropylamine